N-(2,2-dimethyl-6-morpholino-3H-benzofuran-5-yl)-1-(2-oxo-1H-pyridin-4-yl)pyrazole-3-carboxamide CC1(OC2=C(C1)C=C(C(=C2)N2CCOCC2)NC(=O)C2=NN(C=C2)C2=CC(NC=C2)=O)C